5-[4-[(3R,4S)-3-cyano-3-cyclopropyl-4-methyl-2-oxopyrrolidin-1-yl]pyrazolo[1,5-a]pyrazin-6-yl]-2-methoxypyridine-3-carbonitrile C(#N)[C@@]1(C(N(C[C@H]1C)C=1C=2N(C=C(N1)C=1C=C(C(=NC1)OC)C#N)N=CC2)=O)C2CC2